ethyl (S)-2-(5-(N-(14-azido-3,6,9,12-tetraoxatetradecyl)-1-(isoquinolin-4-yl) piperidine-3-carboxamido)-2-oxopyridin-1(2H)-yl)acetate N(=[N+]=[N-])CCOCCOCCOCCOCCN(C(=O)[C@@H]1CN(CCC1)C1=CN=CC2=CC=CC=C12)C=1C=CC(N(C1)CC(=O)OCC)=O